methyl-glutaryl-coenzyme A CC(C(=O)SCCNC(CCNC([C@@H](C(COP(OP(OC[C@@H]1[C@H]([C@H]([C@@H](O1)N1C=NC=2C(N)=NC=NC12)O)OP(=O)(O)O)(=O)O)(=O)O)(C)C)O)=O)=O)CCC(=O)O